ClC=1C=C(C=CC1F)NC(C1=CC(=C(C=C1)C)C(C(=O)N1[C@H]2CC(C[C@@H]1CC2)O)(F)F)=O N-(3-chloro-4-fluorophenyl)-3-(1,1-difluoro-2-((1R,3s,5S)-3-hydroxy-8-azabicyclo[3.2.1]octan-8-yl)-2-oxoethyl)-4-methylbenzamide